COC([C@@H](NC(CCCO)=O)CC1=CC=CC=C1)=O N-(4-hydroxybutyryl)-L-phenylalanine methyl ester